C1(CC1)NC(N(C1=NC=C(N=C1)C=1C=NN(C1)C)[C@@H]1CC[C@H](CC1)NC1=NC=C(C(=N1)C1=NN(C=C1)C(F)F)C(F)(F)F)=O 3-cyclopropyl-1-(trans-4-((4-(1-(difluoromethyl)-1H-pyrazol-3-yl)-5-(trifluoromethyl)pyrimidin-2-yl)amino)cyclohexyl)-1-(5-(1-methyl-1H-pyrazol-4-yl)pyrazin-2-yl)urea